(R)-2-(pyrrolidin-1-yl)propan-1-ol N1(CCCC1)[C@@H](CO)C